BrC=1C(=CC2=C(OC(O2)(C)C)C1)N 6-bromo-2,2-dimethyl-benzo[d][1,3]dioxol-5-amine